N-((3R)-3-Hydroxy-4-(1-(6-(trifluoromethyl)pyridin-2-yl)-3-azabicyclo[3.1.0]hexan-3-yl)butyl)-1-methyl-2-oxoindoline-5-carboxamide O[C@H](CCNC(=O)C=1C=C2CC(N(C2=CC1)C)=O)CN1CC2(CC2C1)C1=NC(=CC=C1)C(F)(F)F